2-{2-tert-butyl-2H-pyrazolo[3,4-b]pyridin-5-yl}-3-[(2S,4R)-2-cyclopropyl-4-(4-methyl-4H-1,2,4-triazol-3-yl)piperidin-1-yl]-6-(trifluoromethyl)pyridine-4-carbonitrile C(C)(C)(C)N1N=C2N=CC(=CC2=C1)C1=NC(=CC(=C1N1[C@@H](C[C@@H](CC1)C1=NN=CN1C)C1CC1)C#N)C(F)(F)F